5-(dimethylamino)-2-hydroxybenzaldehyde CN(C=1C=CC(=C(C=O)C1)O)C